N7-methyl-N5-(1-methyl-1H-imidazol-2-yl)-3-phenyl-2,3-dihydrobenzofuran-5,7-dicarboxamide CNC(=O)C1=CC(=CC=2C(COC21)C2=CC=CC=C2)C(=O)NC=2N(C=CN2)C